CN1C(=NC2=C(C=C(C=C2C1=O)C)[C@@H](C)NC1=C(C=CC=C1)S(=O)(=O)C)N1CCOCC1 (R)-3,6-dimethyl-8-(1-((2-(methylsulfonyl)phenyl)amino)ethyl)-2-morpholinoquinazolin-4(3H)-one